NC(C([C@H](C[C@H]1C(NCC1)=O)NC([C@H](CC1CCCCC1)NC(OC(C(C)(C)C1=CC(=CC=C1)Cl)C=1C=C2CCCC2=CC1)=O)=O)=O)=O 2-(3-chlorophenyl)-1-(2,3-dihydro-1H-inden-5-yl)-2-methylpropyl ((S)-1-(((S)-4-amino-3,4-dioxo-1-((S)-2-oxopyrrolidin-3-yl)butan-2-yl)amino)-3-cyclohexyl-1-oxopropan-2-yl)carbamate